C(C)OC(=O)C=1C=NN(C1)CCC1=CC=C2CCCN(C2=N1)C(=O)OC(C)(C)C tert-butyl 7-(2-(4-(ethoxycarbonyl)-1H-pyrazol-1-yl) ethyl)-3,4-dihydro-1,8-naphthyridine-1(2H)-carboxylate